CN([C@H](COC=1C=C(N)C=CC1)C)C 3-[(2S)-2-(dimethylamino)propoxy]aniline